N1(CCCCC1)CCCN(CCO)CCO 3-piperidinyl-N,N-bis(2-hydroxyethyl)propylamine